C(C1=CC=CC=C1)[C@H]1N(C[C@H]2[C@@H]1CCC2)C2=CC(=CC(N2)=O)N2CCOCC2 6-((1R,3aR,6aS)-1-benzylhexahydrocyclopenta[c]pyrrol-2(1H)-yl)-4-morpholinopyridin-2(1H)-one